OC1=C(C=CC=C1)C1CCN(CC1)[C@H]1CC2(CN(C2)C(=O)C2COC2)CC1 (R)-(6-(4-(2-hydroxyphenyl)piperidin-1-yl)-2-azaspiro[3.4]octan-2-yl)(oxetan-3-yl)methanone